Methyl 2-(3-methoxyphenyl)-2-(methylamino)acetate COC=1C=C(C=CC1)C(C(=O)OC)NC